CC1=NC=C(C=N1)NC(O[C@H](C)[C@H](C)OC=1C(=CC=2C(=NN(N2)C=2C=C(C=C3C=C(C=NC23)OC)CO)C1)F)=O (2R,3S)-3-((5-fluoro-2-(6-(hydroxymethyl)-3-methoxyquinolin-8-yl)benzo[d]triazol-6-yl) oxy)butan-2-yl (2-methylpyrimidin-5-yl)carbamate